FC(S(=O)(=O)[O-])(F)F.ClC1=CC2=C(N=C(N=C2O)C)C=[N+]1C 6-chloro-4-hydroxy-2,7-dimethylpyrido[3,4-d]pyrimidin-7-ium trifluoromethanesulfonate